OC(C)(C)C1=CC=C(C=N1)NC(=O)C=1C(N(N=CC1)C1=C(C=CC=C1)OCC(F)(F)F)=O N-[6-(2-hydroxypropan-2-yl)pyridin-3-yl]-3-oxo-2-[2-(2,2,2-trifluoroethoxy)phenyl]-2,3-dihydropyridazine-4-carboxamide